1-(2-(benzo[d][1,3]dioxol-5-ylamino)-5-methylpyrimidin-4-yl)-N-(1-(3-chloro-phenyl)-2-hydroxyethyl)-1H-pyrrole-3-carboxamide O1COC2=C1C=CC(=C2)NC2=NC=C(C(=N2)N2C=C(C=C2)C(=O)NC(CO)C2=CC(=CC=C2)Cl)C